Benzo[d]thiazol-2-yl-(1-(5-chloro-1-methyl-1H-indole-2-carbonyl)piperidin-4-yl)methanone S1C(=NC2=C1C=CC=C2)C(=O)C2CCN(CC2)C(=O)C=2N(C1=CC=C(C=C1C2)Cl)C